[Br-].C(C)[N+](CCCC)(CC)CC tri-ethyl-butyl-ammonium bromide